C1(CCCC1)CN1N=CC(=C1C)C=1C(=NC(=CC1)N(C=1N=NC(=C(C1)C)N(COCC[Si](C)(C)C)C=1SC2=NC=CC=C2N1)C)C(=O)OC(C)(C)C Tert-butyl 3-(1-(cyclopentylmethyl)-5-methyl-1H-pyrazol-4-yl)-6-(methyl(5-methyl-6-(thiazolo[5,4-b]pyridin-2-yl((2-(trimethylsilyl)ethoxy)methyl)amino)pyridazin-3-yl)amino)picolinate